fluorothiazoleethanone FC=1N=C(SC1)CC=O